OCN1CCCC1 HYDROXYMETHYLPYRROLIDINE